(1S)-1-cyclobutyl-2,2,2-trifluoro-1-(6-(2-methyl-2H-pyrazolo[3,4-b]pyridin-5-yl)-4-(1-methyl-1H-pyrazol-5-yl)thieno[2,3-b]pyridin-2-yl)ethanol C1(CCC1)[C@@](C(F)(F)F)(O)C1=CC=2C(=NC(=CC2C2=CC=NN2C)C2=CC=3C(N=C2)=NN(C3)C)S1